CC1=C(C(=C(C=2CC3=CC=CC=C3C12)C1=C(C2=C(OC3=C2C=CC=C3)C=C1)C1=C(C(=C(C=C1)C1=CC=CC=C1)C1=CC=CC=C1)C1=NN=NC=C1)C1=CC=CC=C1)C [di(methyl)(phenyl)fluorenyl][di(Phenyl)triazinylphenyl]dibenzofuran